(E)-4-methoxymethylene-3-isochromanone CO\C=C/1\C(OCC2=CC=CC=C12)=O